C(C)(C)(C)S(=O)N tertbutanesulfinamide